CN(C)C1=CC=CC=C1 N,N-dimethyl-phenyl-amine